O1C(OCC1)C1=C(COP(N)N)C=CC(=C1)F (2-(1,3-dioxolan-2-yl)-4-fluorobenzyloxy)phosphanediamine